C(CCC)C(C(C(C(=O)N)(CCCC)CCCC)(O)C(=O)N)C(=O)N tri-butyl-citramide